C(C)(C)(C)OC(=O)N[C@@H](C)CCCC (2S)-2-(tert-butoxycarbonylamino)hexane